Indazol-7-amine N1N=CC2=CC=CC(=C12)N